(E)-5-(4-(4-fluorostyryl)phenyl)-3-(3,4-dichlorophenyl)-isoxazole FC1=CC=C(/C=C/C2=CC=C(C=C2)C2=CC(=NO2)C2=CC(=C(C=C2)Cl)Cl)C=C1